2-ethyl-1,3-propyleneglycol dibenzoate C(C1=CC=CC=C1)(=O)OCC(COC(C1=CC=CC=C1)=O)CC